N1(CCOCC1)C(=O)OC=1C(=NN(C(C1C1=C(C(=CC=C1F)Cl)CCC1=CC=C(C=C1)C)=O)C)C [5-[3-chloro-6-fluoro-2-[2-(p-tolyl) ethyl] phenyl]-1,3-dimethyl-6-oxo-pyridazin-4-yl] morpholine-4-carboxylate